NC1=NC2=NC=C(N=C2C(=N1)O)CNC1=CC=C(C(=O)N[C@H](C(=O)O)CCC(=O)NNC(=O)OC(C)(C)C)C=C1 (2S)-2-[[4-[(2-amino-4-hydroxyl-pteridin-6-yl)methylamino]benzoyl]amino]-5-(2-tert-butoxycarbonylhydrazino)-5-oxo-pentanoic acid